OCC(CC1=CC=CC=C1)NC(C(=O)NC1=CC2=C(N(C(=N2)C(F)(F)F)C)C=C1)=O N1-(1-hydroxy-3-phenylpropan-2-yl)-N2-(1-methyl-2-(trifluoromethyl)-1H-benzo[d]imidazol-5-yl)oxalamide